Cl.Cl.N1([C@@H]2[C@@H](CC1)NCC2)C=2N=NC(=CN2)C2=C(C=C(C=C2)C=2C=NNC2)O 2-{3-[(3ar,6as)-hexahydropyrrolo[3,2-b]pyrrol-1(2H)-yl]-1,2,4-triazin-6-yl}-5-(1H-pyrazol-4-yl)phenol dihydrochloride